8-((4-fluoro-2-methoxy-5-nitrophenoxy)methyl)-2-methylquinoline FC1=CC(=C(OCC=2C=CC=C3C=CC(=NC23)C)C=C1[N+](=O)[O-])OC